p-hydroxyterephthalic acid OC1(CC=C(C(=O)O)C=C1)C(=O)O